Cl.NC1=NC(=C2N=CN(C2=N1)[C@H]1C=C[C@H](C1)CO)Cl [(1S,4R)-4-(2-amino-6-chloro-purin-9-yl)cyclopent-2-en-1-yl]methanol hydrochloride